COC=1C=C2C=NN(C2=CC1)[C@@H]1C[C@H](C1)OCC1=CC=CC=C1 5-methoxy-1-[trans-3-(benzyloxy)cyclobutyl]-1H-indazole